2-[(2r,5s)-5-[2-[(R)-1-hydroxyethyl]furo[3,2-b]imidazo[4,5-d]pyridin-1-yl]tetrahydropyran-2-yl]acetonitrile O[C@H](C)C1=NC=2C(=C3C(=NC2)C=CO3)N1[C@H]1CC[C@@H](OC1)CC#N